Pyrrole-2-carbohydrazide N1C(=CC=C1)C(=O)NN